C1(=CC=CC=C1)N1N=C(C2=CC=CC=C2C1=O)C=1C=C(C(=CC1)Cl)[N-]S(N(C)C)(=O)=O N-(3-(3-(Phenyl)-4-oxo-3,4-dihydrophthalazin-1-yl)-6-chlorophenyl)dimethyl-Sulfamoylamide